OC1=C(C(/C=C/C2=CC(=C(C=C2)OC)OC)=O)C=CC(=C1)OCC=C(C)C 2'-Hydroxy-3,4-dimethoxy-4'-(3-methyl-2-butenyloxy)chalcone